P(=O)([O-])([O-])[O-].[K+].C(C)C=1C(=NC(=NC1)C1=CC(CC1)O)OCC1=CC=C(C=C1)OC.[K+].[K+] 3-(5-ethyl-4-((4-methoxybenzyl)oxy)pyrimidin-2-yl)cyclopent-2-en-1-ol Kalium Phosphate